methyl 2-(3-(2-bromoacetyl)phenoxy)acetate BrCC(=O)C=1C=C(OCC(=O)OC)C=CC1